C(C)(C)(C)[Si](C)(C)OCC\C=C\CC1=C(C=CC=C1)Cl (E)-tert-butyl-(5-(2-chlorophenyl)pent-3-enyloxy)dimethylsilane